C1(CCC1)C1=CC(=NN1)NC=1N=C(C2=C(N1)C=C(O2)C(=O)NC)N2CCOCC2 2-((5-cyclobutyl-1H-pyrazol-3-yl)amino)-N-methyl-4-morpholinofuro[3,2-d]pyrimidine-6-carboxamide